C1(=CC=CC=C1)CCNC(=O)C1CNCCC1 3-[(2-phenylethyl)carbamoyl]piperidine